3-(2-Oxa-6-azaspiro[3.3]hept-6-yl)-1H-1,2,4-triazol-5-amine C1OCC12CN(C2)C2=NNC(=N2)N